BrC=1C=C(C=C2C(N(C(=NC12)N1CCC(CC1)(C)C)CF)=O)C 8-bromo-2-(4,4-dimethylpiperidin-1-yl)-3-(fluoromethyl)-6-methylquinazolin-4-one